C(C)OP(=O)(OCC)C(C(=O)O)CC(N[C@@H](C)C1=CC=C(C=C1)C(F)(F)F)=O 2-(diethoxyphosphoryl)-4-oxo-4-(((S)-1-(4-(trifluoromethyl)phenyl)ethyl)amino)butanoic acid